3-(4-((2-(2,6-Dimethylpyridin-4-yl)-3-isopropyl-1H-indol-5-yl)oxy)piperidin-1-yl)propan-1-ol CC1=NC(=CC(=C1)C=1NC2=CC=C(C=C2C1C(C)C)OC1CCN(CC1)CCCO)C